OCCC[SiH2]OCC 3-hydroxypropyl-ethoxysilane